BrC1=C(OCCO)C=CC=C1 2-(2-bromophenoxy)ethanol